indolecaproic acid N1C(=CC2=CC=CC=C12)CCCCCC(=O)O